2-methyl-1-azacycloheptadec-9-ene CC1NCCCCCCCC=CCCCCCC1